2-butyloctyl (2-((4-(dimethylamino) butyryl) oxy)-3-((6-(((8e,11e)-heptadecan-8,11-dien-1-yl) oxy)-6-oxohexanoyl) oxy) propyl) adipate C(CCCCC(=O)OCC(COC(CCCCC(=O)OCCCCCCC\C=C\C\C=C\CCCCC)=O)OC(CCCN(C)C)=O)(=O)OCC(CCCCCC)CCCC